ClC1=NC(=NC(=C1C=O)N[C@H](C)C1=C(C(=CC=C1)C(F)F)F)C (R)-4-chloro-6-((1-(3-(difluoromethyl)-2-fluorophenyl)ethyl)amino)-2-methylpyrimidine-5-carbaldehyde